C1=CC=CC=2C3=CC=CC=C3C(C12)C(C(=O)OCC)NC(=O)C1=CC=NN1C ethyl 2-(9H-fluoren-9-yl)-2-(1-methyl-1H-pyrazole-5-carboxamido)acetate